NNNCCCCCCCCCCCCCCCCCCCC(=O)O triazatricosan-23-oic acid